(S)-1-(3-(difluoromethyl)-4-fluorophenyl)-5,5-difluoro-3-(trifluoromethyl)-4,5,6,7-tetrahydro-1H-indol-4-ol FC(C=1C=C(C=CC1F)N1C=C(C=2[C@@H](C(CCC12)(F)F)O)C(F)(F)F)F